1-((Adamantan-1-yl)methyl)-2-cyano-3-(1-methyl-1H-benzo[d]imidazol-6-yl)guanidine C12(CC3CC(CC(C1)C3)C2)CNC(=NC#N)NC=2C=CC3=C(N(C=N3)C)C2